C(C1=CC=CC=C1)N([C@H]1[C@H](CNCC1)OC)CC1=CC=CC=C1 (3S,4R)-N,N-dibenzyl-3-methoxypiperidine-4-amine